Sodium linoleate, Sodium salt [Na+].C(CCCCCCC\C=C/C\C=C/CCCCC)(=O)[O-].[Na+].C(CCCCCCC\C=C/C\C=C/CCCCC)(=O)[O-]